sodium p-sulfanilate S(=O)(C1=CC=C(C=C1)N)(=O)[O-].[Na+]